CCCCCCCC(CC)=O Decane-8-one